chloroimidazo[1,2-a]pyridine-6-sulfonyl chloride ClC=1N=C2N(C=C(C=C2)S(=O)(=O)Cl)C1